Gamma-Hydroxybutyrate Sodium [Na+].OCCCC(=O)[O-]